(14E)-14,16-heptadecadien-1-ol C(CCCCCCCCCCCC\C=C\C=C)O